C(C)(=O)OC1=CC=C(C=C)C=C1 4-Acetoxystyren